(4-chloro-3-(1,4-dimethyl-1H-1,2,3-triazol-5-yl)-5-(phenyl-(tetrahydro-2H-pyran-4-yl)methyl)-5H-pyrido[3,2-b]indol-7-yl)propan-2-ol ClC1=C(C=NC2=C1N(C=1C=C(C=CC21)CC(C)O)C(C2CCOCC2)C2=CC=CC=C2)C2=C(N=NN2C)C